CC=CC(=O)NCCC1=CC(O)=C(O)C=C1 3-methyl-acryl-dopamine